ClC1=C(C=CC=C1F)C1N(CCC1)C1=CC(=C(C(=O)OC)C=C1F)F methyl 4-(2-(2-chloro-3-fluorophenyl)pyrrolidin-1-yl)-2,5-difluorobenzoate